FC(CN1N=CC=2C1=NC(=CN2)N2CC1(CN(C1)C=1C(=NC=CC1)C(F)(F)F)CCC2)F 6-[1-(2,2-difluoroethyl)-1H-pyrazolo[3,4-b]pyrazin-6-yl]-2-[2-(trifluoromethyl)pyridin-3-yl]-2,6-diazaspiro[3.5]nonane